FC1=C(C=CC(=C1F)I)I 2,3-difluoro-1,4-diiodobenzene